1,3-dimethylamino-1,3-disilacyclobutane CN[SiH]1C[SiH](C1)NC